Cl.Cl.FC1=C(C=CC=C1)C1=CC2=C(NC(=N2)CCN)C=C1 2-(5-(2-fluorophenyl)-1H-benzo[d]imidazol-2-yl)ethan-1-amine dihydrochloride